CCCCC[C@H]1[C@H](O1)C/C=C\CCCCCCCC(=O)O (12R,13S)-(9Z)-12,13-epoxyoctadecenoic acid